ethyl (2S,4R)-4-hydroxypyrrolidine-2-carboxylate hydrochloride Cl.O[C@@H]1C[C@H](NC1)C(=O)OCC